(2S)-1-[4-[1-[6-(5-cyclopropyl-4H-1,2,4-triazol-3-yl)-2-azaspiro[3.3]heptane-2-carbonyl]azetidin-3-yl]phenyl]piperidine-2-carboxamide C1(CC1)C=1NC(=NN1)C1CC2(CN(C2)C(=O)N2CC(C2)C2=CC=C(C=C2)N2[C@@H](CCCC2)C(=O)N)C1